2-amino-N-((2-amino-1H-benzo[d]imidazol-5-yl)methyl)-3-methyl-N-((5-(trifluoromethyl)pyridin-2-yl)methyl)quinoline-6-carboxamide NC1=NC2=CC=C(C=C2C=C1C)C(=O)N(CC1=NC=C(C=C1)C(F)(F)F)CC1=CC2=C(NC(=N2)N)C=C1